7-((1r,4r)-4-(2-fluoro-6-methylphenyl)cyclohexyl)-3-methyl-5-(2-(trifluoromethyl)benzyl)pyrido[2,3-b]pyrazin-6(5H)-one FC1=C(C(=CC=C1)C)C1CCC(CC1)C1=CC=2C(=NC(=CN2)C)N(C1=O)CC1=C(C=CC=C1)C(F)(F)F